5-(difluoromethyl)-1-[3-[(1S)-1-hydroxyethyl]-6-[6-(6-methylpyridazin-3-yl)oxypyrazolo[1,5-a]pyridin-3-yl]pyridin-2-yl]pyrazole-3-carbonitrile FC(C1=CC(=NN1C1=NC(=CC=C1[C@H](C)O)C=1C=NN2C1C=CC(=C2)OC=2N=NC(=CC2)C)C#N)F